4-Bromo-2-(2-methoxy-2-oxoethoxy)benzoic acid methyl ester COC(C1=C(C=C(C=C1)Br)OCC(=O)OC)=O